C(CCCC)(=O)OC1CCC(CC1)O 4-(valeryloxy)cyclohexanol